N-BOC-ethylene-diamine C(=O)(OC(C)(C)C)NCCN